(R)-(-)-3-chloro-1,2-propanediol C([C@H](CCl)O)O